N-(3-chloro-4-methoxyphenyl)-4-(2-oxo-4-{1H-pyrazolo[3,4-b]pyridin-5-yl}-2,3-dihydro-1H-1,3-benzodiazol-1-yl)piperidine-1-carboxamide ClC=1C=C(C=CC1OC)NC(=O)N1CCC(CC1)N1C(NC2=C1C=CC=C2C=2C=C1C(=NC2)NN=C1)=O